3-(4-(3,3-difluoro-1-methylcyclobutyl)phenyl)-1-((2-(isopropylamino)pyridin-4-yl)methyl)-5,5-dimethylimidazolidine-2,4-dione FC1(CC(C1)(C)C1=CC=C(C=C1)N1C(N(C(C1=O)(C)C)CC1=CC(=NC=C1)NC(C)C)=O)F